C(C1=CC=CC=C1)OC(=O)N1CC(CC1)C(CBr)=O 3-(2-bromoacetyl)pyrrolidine-1-carboxylic acid benzyl ester